Methyl-Arginine CN[C@@H](CCCNC(N)=N)C(=O)O